CN(C1=NC=C(C=N1)C(=O)OCC)CC1=CC=2N=C(N=C(C2S1)N1CCOCC1)C1=CC=C(C=C1)S(=O)(=O)C Ethyl 2-(methyl((2-(4-(methyl sulfonyl)phenyl)-4-morpholinothieno[3,2-d]pyrimidin-6-yl)methyl)amino)pyrimidine-5-carboxylate